NC=1N=NC(=CC1N1N=CC(=C1)C=1CCN(CC1)C(=O)OC(C)(C)C)C1=C(C=CC=C1)OCC1=CC=CC=C1 tert-butyl 4-[1-[3-amino-6-(2-benzyloxyphenyl)pyridazin-4-yl]pyrazol-4-yl]-3,6-dihydro-2H-pyridine-1-carboxylate